perfluoro-1,3,5-triphenylbenzene FC1=C(C(=C(C(=C1C1=C(C(=C(C(=C1F)F)F)F)F)F)C1=C(C(=C(C(=C1F)F)F)F)F)F)C1=C(C(=C(C(=C1F)F)F)F)F